S(=O)(=O)(O)O.ClC1=C(N)C=CC(=C1F)Cl 2,4-dichloro-3-fluoroaniline sulfate